C(CCCCCCCCCCCCCCCCCCCCCCCCCCCCCCCCCCCCCC)(=O)OCCCCCCCCCCCCCCCCCCCC arachidyl nonatriacontanoate